ClC1=C(CN2C(N([C@H](C3=CC=C(C=C23)C(=O)NCC2=C(C=C(C=C2F)F)F)C)C)=O)C(=CC(=C1)O)F (S)-1-(2-chloro-6-fluoro-4-hydroxybenzyl)-3,4-dimethyl-2-oxo-N-(2,4,6-trifluorobenzyl)-1,2,3,4-tetrahydro-quinazoline-7-carboxamide